3-(3-hepten-2-yl)-5-phenylpyridine CC(C=CCCC)C=1C=NC=C(C1)C1=CC=CC=C1